N1(N=CC=C1)C1=CC=C(C=C1)C=1OC(=C(N1)CN1CCC2(CC1)CCC1=CC=CC=C12)C 2-(4-(1H-pyrazol-1-yl)phenyl)-4-((2,3-dihydrospiro[indene-1,4'-piperidin]-1'-yl)methyl)-5-methyloxazole